1,3-dibromo-5-methoxy-benzene BrC1=CC(=CC(=C1)OC)Br